C(N)(=N)C=1C=C(SC1)CNC(=O)[C@H]1N(C(CC1)=O)C(CNC(C1=CC=C(C=C1)OC1=CC=CC=C1)=O)=O (S)-N-((4-carbamimidoylthiophen-2-yl)methyl)-5-oxo-1-((4-phenoxy-benzoyl)glycyl)pyrrolidine-2-carboxamide